((1r,4r)-4-(2-Acetyl-7-(7-(difluoromethyl)-6-(1-methyl-1H-pyrazol-4-yl)-3,4-dihydroquinolin-1(2H)-yl)isoindolin-5-yl)cyclohexyl)carbamic acid tert-butyl ester C(C)(C)(C)OC(NC1CCC(CC1)C=1C=C2CN(CC2=C(C1)N1CCCC2=CC(=C(C=C12)C(F)F)C=1C=NN(C1)C)C(C)=O)=O